tert-butyl 5-(4-(ethoxycarbonyl)-5-(trifluoromethyl)-1H-pyrazol-1-yl)-3,4-dihydroisoquinoline-2(1H)-carboxylate C(C)OC(=O)C=1C=NN(C1C(F)(F)F)C1=C2CCN(CC2=CC=C1)C(=O)OC(C)(C)C